3-ethyl-7-((4-(8-(methylamino)-1,7-naphthyridin-3-yl-4-d)piperazin-1-yl)methyl)-1,5-naphthyridin-2(1H)-one C(C)C=1C(NC2=CC(=CN=C2C1)CN1CCN(CC1)C=1C=NC2=C(N=CC=C2C1[2H])NC)=O